methyl [1,2,3]triazolo[1,5-a]pyridine-3-carboxylate N1=NC(=C2N1C=CC=C2)C(=O)OC